tert-butyl (R)-(1-(3-(1,1-difluoro-2-(methoxy(methyl)amino)-2-oxoethyl)-2-fluorophenyl)-ethyl)carbamate FC(C(=O)N(C)OC)(F)C=1C(=C(C=CC1)[C@@H](C)NC(OC(C)(C)C)=O)F